1-(4'-(aminomethyl)-[1,1'-biphenyl]-2-yl)dihydropyrimidine-2,4(1H,3H)-dione NCC1=CC=C(C=C1)C1=C(C=CC=C1)N1C(NC(CC1)=O)=O